C(C)(=O)N(N(C(=O)C1=CC=2C3=C(C(=NC2C=C1)N)C=NN3C)CC=3C=NN(C3)C3=CC=C(C=C3)C(F)(F)F)C N'-acetyl-4-amino-N',1-dimethyl-N-((1-(4-(trifluoromethyl)phenyl)-1H-pyrazol-4-yl)methyl)-1H-pyrazolo[4,3-c]quinoline-8-carbohydrazide